2-hydroxy-4-[1-hydroxyphenyl]-2-[4-[(2-hydroxy-3-dodecyloxypropyl)oxy]-2-hydroxyphenyl]-4,6-bis(2,4-dimethylphenyl)-1,3,5-triazine OC1(NC(=NC(N1)(C1=C(C=C(C=C1)C)C)C1(CC=CC=C1)O)C1=C(C=C(C=C1)C)C)C1=C(C=C(C=C1)OCC(COCCCCCCCCCCCC)O)O